OC(COC1=CC=C(C=C1)CCC)COC(C(=C)C)=O [4-(2-hydroxy-3-methacryloxypropoxy)phenyl]propane